OCC1CN(C(N(C1)C)=O)C 5-(hydroxymethyl)-1,3-dimethyltetrahydropyrimidin-2(1H)-one